methyl (S)-4-((1-((2-(benzyloxy)-2-oxoethyl)amino)-1-oxo-4-phenoxybutan-2-yl) amino)-4-oxobutanoate C(C1=CC=CC=C1)OC(CNC([C@H](CCOC1=CC=CC=C1)NC(CCC(=O)OC)=O)=O)=O